ClC=1C(=C(C(=C(C1OC1=NNC(C(=C1)C(C([2H])([2H])[2H])C([2H])([2H])[2H])=O)Cl)[2H])N1N=C(C(NC1=O)=O)C#N)[2H] 2-(3,5-dichloro-4-((6-oxo-5-(propan-2-yl-1,1,1,3,3,3-d6)-1,6-dihydropyridazin-3-yl)oxy)phenyl-2,6-d2)-3,5-dioxo-2,3,4,5-tetrahydro-1,2,4-triazine-6-carbonitrile